(2-(4-(4-(3-(1-benzylpiperidin-4-yl)propionyl)phenyl)-3,6-dihydropyridin-1(2H)-yl)ethyl)-1H-indole-5-carbonitrile C(C1=CC=CC=C1)N1CCC(CC1)CCC(=O)C1=CC=C(C=C1)C=1CCN(CC1)CCN1C=CC2=CC(=CC=C12)C#N